F[B-](F)(F)F.BrC1=[N+](C=CC=C1)CC 2-bromo-1-ethylpyridinium tetrafluoroborate